C(C=C)(=O)N1C[C@@](CC1)(C1=C(C(=CC=C1F)Cl)Cl)NC1=CC=C2C(C(N(C2=C1)C)=O)(C)C 6-[(R)-1-Acryloyl-3-(2,3-dichloro-6-fluorophenyl)-3-pyrrolidinylamino]-1-methyl-3,3-dimethyl-2-indolinone